C(C)NC(=O)C=1C=C(C=CC1)C1=CC(=C(C=C1)O)C=O 4-[3-(N-ETHYLAMINOCARBONYL)PHENYL]-2-FORMYLPHENOL